ClC=1C=CC(=NC1)[C@@H]1OC2=C(C=CC=3CC=NC(C23)C)OC1 (2S)-2-(5-chloropyridin-2-yl)-10-methyl-2,3,7,10-tetrahydro-[1,4]dioxino[2,3-h]isoquinoline